4-(3,8-Diazabicyclo[3.2.1]octan-3-yl)-7-(8-chloro-3-hydroxynaphthalen-1-yl)-2-(2-(1-methyl-1H-imidazol-2-yl)ethoxy)-6,7-dihydropyrido[3,4-d]pyrimidin-8(5H)-one C12CN(CC(CC1)N2)C=2C1=C(N=C(N2)OCCC=2N(C=CN2)C)C(N(CC1)C1=CC(=CC2=CC=CC(=C12)Cl)O)=O